2-chloro-8-((triethylsilyl)oxy)-8-(trifluoromethyl)-7,8-dihydro-6H-pyrazolo[1,5-a]pyrrolo[2,3-e]pyrimidine-6-carboxylic acid tert-butyl ester C(C)(C)(C)OC(=O)N1CC(C2=C1C=NC=1N2N=C(C1)Cl)(C(F)(F)F)O[Si](CC)(CC)CC